FC=1C=NN(C(C1C)=O)[C@@H](C(=O)NC1=CC(=C(C=C1)C)S(NCCC1=CC=C(C=C1)S(=O)(=O)C)(=O)=O)C |r| (rac)-2-(4-fluoro-5-methyl-6-oxo-pyridazin-1-yl)-N-[4-methyl-3-[2-(4-methylsulfonylphenyl)ethylsulfamoyl]phenyl]propanamide